rac-5-(methoxymethyl)-5-methyl-3-oxotetrahydrofuran-2-carboxylic acid ethyl ester C(C)OC(=O)C1OC(CC1=O)(C)COC